1-(2-((2-methoxyethyl)amino)ethyl)-3-(3-(6-(6-(piperazin-1-yl)pyridin-3-yl)benzo[d]thiazol-2-yl)-4,5,6,7-tetrahydrothieno[2,3-c]pyridin-2-yl)urea COCCNCCNC(=O)NC1=C(C2=C(CNCC2)S1)C=1SC2=C(N1)C=CC(=C2)C=2C=NC(=CC2)N2CCNCC2